8-chloro-6-(pyrimidin-4-ylamino)spiro[2H-imidazo[1,5-a]pyridine-3,4'-piperidine]-1,5-dione hydrochloride Cl.ClC1=C2N(C(C(=C1)NC1=NC=NC=C1)=O)C1(CCNCC1)NC2=O